NC([C@@H](C1=CC=CC=C1)N[C@H](CN)C(C)(C([2H])([2H])[2H])C)=O (S)-2-(((R)-2-amino-2-oxo-1-phenylethyl)amino)-3-methyl-3-(methyl-d3)butylamine